C1(CC1)[C@]1(OCC(CC1)=O)C(=O)OCC1=CC=CC=C1 benzyl (2S)-2-cyclopropyl-5-oxo-tetrahydropyran-2-carboxylate